2-(methoxy(5-(trifluoromethyl)pyridin-2-yl)methyl)-3-methylnaphthalene-1,4-dione COC(C=1C(C2=CC=CC=C2C(C1C)=O)=O)C1=NC=C(C=C1)C(F)(F)F